N-(3-bromo-5-chloro-2-fluoroisonicotinoyl)-O-((1R,3R)-3-(2-(5,6,7,8-tetrahydro-1,8-naphthyridin-2-yl)ethyl)cyclobutyl)-L-homoserine BrC1=C(C(=O)N[C@@H](CCOC2CC(C2)CCC2=NC=3NCCCC3C=C2)C(=O)O)C(=CN=C1F)Cl